ClC1=CC=C2C(=CC=NC2=C1)O[C@@H]1CN(CC1)CC(=O)N1CCC(C1)(F)F (S)-1-(2-((S)-3-((7-chloroquinolin-4-yl)oxy)pyrrolidin-1-yl)acetyl)-4,4-difluoropyrrolidine